OC(CN(CCN(CCO)CC(C)O)CC(C)O)C N,N,N'-Tri(2-hydroxylpropyl)-N'-hydroxyethyl-ethylenediamine